7-(2-((4-(3,6-diazabicyclo[3.1.1]heptan-3-yl)-2-cyclopropylphenyl)amino)-5-(trifluoromethyl)pyrimidin-4-yl)-4-(oxetan-3-yl)-2,3,4,5-tetrahydrothieno[2,3-f][1,4]thiazepine 1,1-dioxide C12CN(CC(N1)C2)C2=CC(=C(C=C2)NC2=NC=C(C(=N2)C2=CC1=C(CN(CCS1(=O)=O)C1COC1)S2)C(F)(F)F)C2CC2